COC1=CC=C(C=C1)C1=C(NC=2N(C1=O)N=C(C2C2=CC=CC=C2)C2=CC=CC=C2)NC2=NC=C(C#N)C=C2 6-((6-(4-methoxyphenyl)-7-oxo-2,3-diphenyl-4,7-dihydropyrazolo[1,5-a]pyrimidin-5-yl)amino)nicotinonitrile